2-((4-(((S)-2-hydroxy-1-phenylethyl)amino)-5-(3-methyl-1,2,4-oxadiazol-5-yl)pyridin-2-yl)amino)-7-methyl-6,7-dihydro-5H-pyrrolo[3,4-b]pyridin-5-one OC[C@H](C1=CC=CC=C1)NC1=CC(=NC=C1C1=NC(=NO1)C)NC1=CC=C2C(=N1)C(NC2=O)C